CC(C)(C)C Neopentan